N-acetyl-neuraminic acid-d3 C(C)(=O)N[C@@H]1[C@](C(C(C(O)=O)(O)O[C@H]1[C@H](O)[C@H](O)CO)([2H])[2H])(O)[2H]